2-propanol di-hydroxide [OH-].[OH-].CC(C)O